1-(benzyloxy)-4-(bromomethyl)benzene C(C1=CC=CC=C1)OC1=CC=C(C=C1)CBr